bis-(1-chloro-2-propyl)phosphate ClCC(C)OP(=O)(OC(CCl)C)[O-]